γ-methacryloxypropyl-methoxysilane C(C(=C)C)(=O)OCCC[SiH2]OC